ClC1=C(N=C(NC1=O)C1=CC=NC=C1)N1CC(NCC1)C1=CC=C(C=C1)OC 5-chloro-4-[3-(4-methoxyphenyl)piperazin-1-yl]-2-(4-pyridinyl)-1H-pyrimidin-6-one